O1CN(CC1)O oxazolidin-3-ol